tert-butyl 2-(4-ethyl-2-(2-isopropylphenyl) piperazin-1-yl)-7-azaspiro[3.5]nonane-7-carboxylate C(C)N1CC(N(CC1)C1CC2(C1)CCN(CC2)C(=O)OC(C)(C)C)C2=C(C=CC=C2)C(C)C